O=C1NC(CCC1N1C(C2=CC=C(C=C2C1)O[C@H]1[C@H](CCCC1)N1CC(C1)C1=C(C#N)C=C(C=C1)F)=O)=O 2-(1-((1S,2R)-2-((2-(2,6-dioxopiperidin-3-yl)-1-oxoisoindolin-5-yl)oxy)cyclohexyl)azetidin-3-yl)-5-fluorobenzonitrile